Benzoylcyclohexan-1-ol C(C1=CC=CC=C1)(=O)C1(CCCCC1)O